C(C)(C)(C)OC(=O)N1CCC=2C=C3C(=NC2C1)C(=C(N3)C3=CC(=NC(=C3)C)C)C(=C)C 2-(2,6-Dimethylpyridin-4-yl)-3-(prop-1-en-2-yl)-1,5,7,8-tetrahydro-6H-pyrrolo[3,2-b][1,7]naphthyridine-6-carboxylic acid tert-butyl ester